1-[4-[4-[6-chloro-4-(trifluoromethyl)-2-pyridinyl]piperazin-1-yl]sulfonylphenyl]-4-piperazin-1-yl-pyrrolidin-2-one ClC1=CC(=CC(=N1)N1CCN(CC1)S(=O)(=O)C1=CC=C(C=C1)N1C(CC(C1)N1CCNCC1)=O)C(F)(F)F